[Si](C1=CC=CC=C1)(C1=CC=CC=C1)(C(C)(C)C)O[C@H]1C[C@]2(CCCN2C1)COC=1N=C(C2=C(N1)C(=C(N=C2)Cl)F)N2C[C@@]1(CC(NC1)=O)CCC2 (R)-7-(2-(((2S,7aR)-2-((tert-butyldiphenylsilyl)oxy)hexahydro-1H-pyrrolizin-7a-yl)methoxy)-7-chloro-8-fluoropyrido[4,3-d]pyrimidin-4-yl)-2,7-diazaspiro[4.5]decan-3-one